C(C=CC)(=O)O.NC1(O)C(O)C=CC=C1 1-aminocatechol butenoate